2-((4-(3,5-dichloropyridin-4-yl)piperazin-1-yl)(pyridin-3-yl)methyl)-1-isobutyl-1H-benzo[d]imidazole ClC=1C=NC=C(C1N1CCN(CC1)C(C1=NC2=C(N1CC(C)C)C=CC=C2)C=2C=NC=CC2)Cl